CN1CCN(CC1)CC=1SC=CC1C 1-methyl-4-[(3-methyl-2-thienyl)methyl]piperazine